C1(=CC=CC=C1)[Sn](C#CC1=CC=CC=C1)(C#CC1=CC=CC=C1)C#CC1=CC=CC=C1 phenyltris(phenylethynyl)tin